2-{3-iodo-1-[2-(oxazolidin-2-yloxy)ethyl]-1H-pyrazol-5-yl}propan-2-ol IC1=NN(C(=C1)C(C)(C)O)CCOC1OCCN1